FC(C(=O)O)(F)F.ClC1=C(C=CC(=C1NC=1C(=C2C(N(C=NC2=CC1)C)=O)C)F)NS(=O)(=O)N1CC(C1)(COC)F N-(2-chloro-3-((3,5-dimethyl-4-oxo-3,4-dihydroquinazolin-6-yl)amino)-4-fluorophenyl)-3-fluoro-3-(methoxymethyl)azetidine-1-sulfonamide trifluoroacetate